ClC1=CC(=C(C=C1)C1=C(N(N=N1)C)CN1N=CC(=CC1=O)N1CC(C1)N1N=CC=C1C)F 2-[[5-(4-Chloro-2-fluorophenyl)-3-methyltriazol-4-yl]methyl]-5-[3-(5-methylpyrazol-1-yl)azetidin-1-yl]pyridazin-3-on